1-(2-thienyl)cyclopentanemethylamine S1C(=CC=C1)C1(CCCC1)CN